FC(C(CC(=O)C1=CC=C(C=C1)N1C=NC=C1)=O)(F)F 4,4,4-trifluoro-1-[4-(1H-imidazol-1-yl)phenyl]butane-1,3-dione